1-((3S,4S)-3-((5-(3-(2,2-difluoroethyl)-2-methyl-3H-imidazo[4,5-b]pyridin-5-yl)pyrrolo[2,1-f][1,2,4]triazin-2-yl)amino)-4-fluoropyrrolidin-1-yl)ethan-1-one FC(CN1C(=NC=2C1=NC(=CC2)C=2C=CN1N=C(N=CC12)N[C@H]1CN(C[C@@H]1F)C(C)=O)C)F